C(CCC)C(CC(=O)[O-])CCCC 3-butylheptanoate